2,N-dicyclohexyl-2-(2-furan-2-yl-benzoimidazol-1-yl)-acetamide C1(CCCCC1)C(C(=O)NC1CCCCC1)N1C(=NC2=C1C=CC=C2)C=2OC=CC2